6-chloro-5-fluoro-1H-benzimidazol ClC=1C(=CC2=C(NC=N2)C1)F